4-(4-methylphenyl)sulfanylthieno[2,3-c]pyridine-2-carboxamide CC1=CC=C(C=C1)SC1=C2C(=CN=C1)SC(=C2)C(=O)N